[Si].C(=C)OC=C vinyl ether silicon